BrCCCOC1=C(C=CC(=C1)C(F)(F)F)C=1N=CN(C1)C1=C(NC)C=CC(=C1)[N+](=O)[O-] 2-(4-(2-(3-bromopropoxy)-4-(trifluoromethyl)phenyl)-1H-imidazol-1-yl)-N-methyl-4-nitroaniline